FC(C1=C(C=CC(=C1)C(F)(F)F)C1=C2C(=C(N=N1)NC[C@@H](C)O)CN(CC2)S(=O)(=O)C)(F)F (2R)-1-({1-[2,4-bis(trifluoromethyl)phenyl]-6-(methanesulfonyl)-5,6,7,8-tetrahydropyrido[3,4-d]pyridazin-4-yl}amino)propan-2-ol